N-(3-(benzyloxy)-2,6-dimethylphenyl)-5-bromo-2-chloropyrimidin-4-amine C(C1=CC=CC=C1)OC=1C(=C(C(=CC1)C)NC1=NC(=NC=C1Br)Cl)C